3-[2,6-difluoro-3-[[methyl(propyl)sulfamoyl]amino]benzoyl]-5-(1-methylpyrazol-4-yl)-1H-pyrrolo[2,3-b]pyridine FC1=C(C(=O)C2=CNC3=NC=C(C=C32)C=3C=NN(C3)C)C(=CC=C1NS(N(CCC)C)(=O)=O)F